OC=1C(=C(C=NC1C)COC1=C(C2=CC=CC=C2C=C1)OP(=O)=N[C@H](C(=O)OC(C)C)C)CO (2S)-Isopropyl 2-(((5-hydroxy-4-(hydroxymethyl)-6-methylpyridin-3-yl)methoxy)(naphthalen-1-yloxy)phosphorylamino)propanoate